2,4,6,8-tetrakis(2-mercaptoethyl)-2,4,6,8-tetramethylcyclotetrasiloxane SCC[Si]1(O[Si](O[Si](O[Si](O1)(C)CCS)(C)CCS)(C)CCS)C